CC(=CCCC(C)=O)CCCC(CCC=C(C)C)C 6,10,14-trimethylpentadec-5,13-dien-2-one